7-bromo-N-(3-chloro-2,4-difluorophenyl)-5-((2-(pyrimidin-2-yl)-propan-2-yl)oxy)quinazolin-4-amine BrC1=CC(=C2C(=NC=NC2=C1)NC1=C(C(=C(C=C1)F)Cl)F)OC(C)(C)C1=NC=CC=N1